2-(acryloyloxy)ethyldimethyln-pentylammonium chloride [Cl-].C(C=C)(=O)OCC[N+](CCCCC)(C)C